N-(8-amino-2,7-naphthyridin-4-yl)-2-((2R,5S)-5-methyl-2-(2-(1-methylpiperidin-3-yl)benzo[d]thiazol-5-yl)piperidin-1-yl)-2-oxoacetamide NC=1N=CC=C2C(=CN=CC12)NC(C(=O)N1[C@H](CC[C@@H](C1)C)C=1C=CC2=C(N=C(S2)C2CN(CCC2)C)C1)=O